2-cyclohexyl-N-(tetrahydro-2H-pyran-4-yl)-1-((2-(trimethyl-silyl)ethoxy)methyl)-1H-pyrrolo[3,2-c]pyridin-6-amine C1(CCCCC1)C1=CC=2C=NC(=CC2N1COCC[Si](C)(C)C)NC1CCOCC1